5-(4-(bis(4-methoxyphenyl)amino)phenyl)thiophene COC1=CC=C(C=C1)N(C1=CC=C(C=C1)C1=CC=CS1)C1=CC=C(C=C1)OC